N1(N=CN=C1)CCNC=1C=C(C=CC1C1=CN=CN1C)NC1=CC=CC=C1 N3-(2-(1H-1,2,4-triazol-1-yl)ethyl)-4-(1-methyl-1H-imidazol-5-yl)-N1-phenylbenzene-1,3-diamine